OC(C#CC1=CC2=C(OC[C@@H](C(N2C)=O)NC(C2=NC=CC(=C2)C2=CC=C(C=C2)OC)=O)C=C1)(C)C (S)-N-(7-(3-Hydroxy-3-methylbut-1-yn-1-yl)-5-methyl-4-oxo-2,3,4,5-tetrahydrobenzo[b][1,4]oxazepin-3-yl)-4-(4-methoxyphenyl)picolinamid